BrC1=CC(=C(C=N1)N)C=1N(N=C(C1[N+](=O)[O-])C(F)F)CC1=CC=C(C=C1)OC 6-bromo-4-[5-(difluoromethyl)-2-[(4-methoxyphenyl)methyl]-4-nitro-pyrazol-3-yl]pyridin-3-amine